FC(F)(F)C(C(C(C(C(C(F)(F)F)(F)F)(OCC)F)(F)F)(F)F)(F)F (trifluoromethyl)-3-2-ethoxydodecafluorohexane